OC(OCC)C1=CC(=CC(=C1)F)F 4-(1,3-Dioxapent-2-yl)-2,6-difluorobenzene